5-(2-bromoethoxy)-1-methyl-2,3-dihydro-1H-1,3-benzodiazol-2-one BrCCOC1=CC2=C(N(C(N2)=O)C)C=C1